COC=1C=C(C=C2C(=NC=NC12)NCC=1N=NC(=CC1)C)C1=NC=C(C=C1)C(F)(F)F 8-methoxy-N-((6-methylpyridazin-3-yl)methyl)-6-(5-(trifluoromethyl)pyridin-2-yl)quinazolin-4-amine